4-(bis(2-chloroethyl)-amino)phenol ClCCN(C1=CC=C(C=C1)O)CCCl